FC=1C(=C(C=CC1F)[C@H]1CO[C@H]([C@@H]1C)C(C)C)OC (2S,3S,4R,5S)-3-(3,4-difluoro-2-methoxy-phenyl)-5-isopropyl-4-methyl-tetrahydrofuran